FC(C1CCC(CC1)C1=CC=C(C=C1)NC1CCC(CC1)NC(OC(C)(C)C)=O)(F)F tert-butyl (4-((4-(4-(trifluoromethyl)cyclohexyl)phenyl)amino)cyclohexyl)carbamate